BrC1=NN(C(=N1)C(CCCOC1OCCCC1)OC1=CC(=C(C=C1)F)F)COC 3-bromo-5-(1-(3,4-difluorophenoxy)-4-((tetrahydro-2H-pyran-2-yl)oxy)butyl)-1-(methoxymethyl)-1H-1,2,4-triazole